BrC1=C(CCNC([O-])=O)C=C(C=C1)C(=O)N1CCCC1 (2-Bromo-5-(pyrrolidine-1-carbonyl)phenethyl)carbamate